5-Bromo-6-methyl-4-oxo-N-(2-oxo-2,3,4,5-tetrahydro-1H-benzo[b]azepin-3-yl)-1-phenyl-1,4-dihydropyridazine-3-carboxamide BrC=1C(C(=NN(C1C)C1=CC=CC=C1)C(=O)NC1CCC2=C(NC1=O)C=CC=C2)=O